2-[[4-[6-[(4-Cyano-2-fluoro-phenyl)methoxy]-2-pyridyl]-2,6-difluoro-phenyl]methyl]-3-[(2S)-oxetan-2-ylmethyl]benzimidazole-5-carboxylic acid C(#N)C1=CC(=C(C=C1)COC1=CC=CC(=N1)C1=CC(=C(C(=C1)F)CC=1N(C2=C(N1)C=CC(=C2)C(=O)O)C[C@H]2OCC2)F)F